C(C)(C)(C)OC(=O)C=1C=NN(C1N)C1=NC(=CC(=N1)C#N)NC1=C(C=CC=C1)Cl tert-butyl-{4-cyano-6-[(2-chlorophenyl) amino] pyrimidin-2-yl}-5-amino-1H-pyrazole-4-carboxylate